[N+](=O)([O-])C1=CC=CC2=C1OC(CO2)CNC(=O)C=2OC(=CC2)CN2CCN(CC2)C 5-(4-Methyl-piperazin-1-ylmethyl)-furan-2-carboxylic acid (8-nitro-2,3-dihydro-benzo[1,4]dioxin-2-ylmethyl)-amide